3-[(4S)-4-aminopentyl]-6-fluoro-7-[5-(trifluoromethyl)pyrimidin-2-yl]-1H-quinazoline-2,4-dione N[C@H](CCCN1C(NC2=CC(=C(C=C2C1=O)F)C1=NC=C(C=N1)C(F)(F)F)=O)C